N-(8-(4-(4-((2,6-dioxopiperidin-3-yl)amino)phenyl)piperidin-1-yl)octyl)-1-phenyl-5-(3-(2-(trifluoromethyl)benzyl)ureido)-1H-pyrazole-3-carboxamide formate C(=O)O.O=C1NC(CCC1NC1=CC=C(C=C1)C1CCN(CC1)CCCCCCCCNC(=O)C1=NN(C(=C1)NC(=O)NCC1=C(C=CC=C1)C(F)(F)F)C1=CC=CC=C1)=O